1-ethyl-6-((4-(4-(trifluoromethyl)piperidin-1-yl)phenyl)amino)quinoxalin-2(1H)-one C(C)N1C(C=NC2=CC(=CC=C12)NC1=CC=C(C=C1)N1CCC(CC1)C(F)(F)F)=O